C1(=CC=CC=C1)N(C1=CC=C(C2=CC=C(N(C3=CC=CC=C3)C3=CC=CC=C3)C=C2)C=C1)C1=CC=CC=C1 diphenyl-N,N'-diphenyl-benzidine